C(C)(C)(C)OC(=O)N1CCNCCN(CCNCC1)C(=O)OC(C)(C)C 1,4,7,10-tetraazacyclododecane-1,7-dicarboxylic acid 1,7-di-tert-butyl ester